4-(2-benzyloxy-3-chloro-6-fluoro-phenyl)-5-hydroxy-2,6-dimethyl-pyridazin-3-one C(C1=CC=CC=C1)OC1=C(C(=CC=C1Cl)F)C=1C(N(N=C(C1O)C)C)=O